8-methoxy-4-oxo-1,4-dihydroquinoline-3-carbonitrile COC=1C=CC=C2C(C(=CNC12)C#N)=O